C(C(C)[NH3+])[NH3+] Propylendiammonium